CC(C)N1N=CC(=C1)C1=C(C=C(C=C1)CC(=O)N)S(N)(=O)=O {4-[1-(propan-2-yl)-1H-Pyrazol-4-yl]-3-sulfamoylphenyl}acetamide